methoxyl-tripropoxysilane O(C)[Si](OCCC)(OCCC)OCCC